1,5-diazido-3-nitroazapentane N(=[N+]=[N-])NCC(CCN=[N+]=[N-])[N+](=O)[O-]